CC(C(=O)OCCCC(=O)O)C 4-(2-Methylpropionyloxy)butanoic acid